ClC=1C=CC(=C(C1)C(C(=O)O)N1C[C@@H](CC1)OCCCCCC1=NC=2NCCCC2C=C1)OCC1CC1 2-(5-chloro-2-(cyclopropylmethoxy)phenyl)-2-((R)-3-((5-(5,6,7,8-tetrahydro-1,8-naphthyridin-2-yl)pentyl)oxy)pyrrolidin-1-yl)acetic acid